2-oxo-1-(pyridin-2-yl)-1,2,4,5,6,7-hexahydropyrazolo[1,5-a]Pyridine-3-carboxylic acid O=C1N(N2C(CCCC2)=C1C(=O)O)C1=NC=CC=C1